FC(OC1=CC(=NN1)NC1=CN=CC(=N1)O[C@H]1[C@@](CN(CC1)C(=O)OC(C)(C)C)(C)F)F tert-butyl (3S,4R)-4-((6-((5-(difluoromethoxy)-1H-pyrazol-3-yl)amino)pyrazin-2-yl)oxy)-3-fluoro-3-methylpiperidine-1-carboxylate